The molecule is a homomonocyclic compound composed of eight sulfur atoms. It has been isolated from Ganoderma lucidum, a mushroom commonly used in Chinese medicine. It has a role as a fungal metabolite and a bacterial metabolite. It is an elemental sulfur and a homomonocyclic compound. S1SSSSSSS1